CN(CC1CNCCC1)C N,N-dimethyl-1-(3-piperidyl)methanamine